BrC1=CC(=C(C2=C1OCCO2)C)O 8-Bromo-5-methyl-2,3-dihydro-benzo[b][1,4]dioxin-6-ol